ClC1=CC=C(C=C1)C1=NC(=NC(=N1)C1=CC=CC=C1)C=1C=C(C=CC1)C1=CC(=CC=C1)C#N 3'-(4-(4-chlorophenyl)-6-phenyl-1,3,5-triazin-2-yl)-[1,1'-biphenyl]-3-carbonitrile